(3-iodopropoxy)-3,4-dihydroisoquinoline-2(1H)-carboxylic acid tert-butyl ester C(C)(C)(C)OC(=O)N1C(C2=CC=CC=C2CC1)OCCCI